C[N+]1(CCNCC1)COP(=O)(O)O 1-methyl-1-((phosphonooxy)methyl)piperazin-1-ium